2-(4-methoxyphenoxy)-N-(2-methylsulfonylethyl)-N-(1H-pyrazol-3-yl)acetamide COC1=CC=C(OCC(=O)N(C2=NNC=C2)CCS(=O)(=O)C)C=C1